CC(C(=O)N1[C@H]([C@H](C(C1)(F)F)NS(=O)(=O)C)CC1=C(C(=CC=C1)C1=NC=CC(=C1)C)F)(C)C N-[(2S,3R)-1-(2,2-dimethylpropanoyl)-4,4-difluoro-2-{[2-fluoro-3-(4-methyl-pyridin-2-yl)phenyl]methyl}pyrrolidin-3-yl]methanesulfonamide